C(C1=CC=CC=C1)OC(=O)[C@H](CCC1=CC=CC=C1)NC1(CCCC1)C(=O)NC[C@H](O)C(=O)O N-[1-[[1(S)-benzyloxycarbonyl-3-phenylpropyl]amino]-cyclopentylcarbonyl]-(S)-isoserine